CC1=NOC(=C1CN1N=CC(=C1)NC(CC1=C(C=CC=C1)C)=O)C N-[1-[(3,5-dimethyl-4-isoxazolyl)methyl]-1H-pyrazol-4-yl]-o-methylbenzeneacetamide